(3R,4S,5S)-3-(3,4-difluoro-2-methoxyphenyl)-5-isopropyl-4-methoxytetrahydrofuran-2-ol FC=1C(=C(C=CC1F)[C@H]1C(O[C@H]([C@H]1OC)C(C)C)O)OC